3-(2-amino-4-pyridyl)tetrahydrofuran-3-ol NC1=NC=CC(=C1)C1(COCC1)O